4-(2-amino-3-isopropylphenyl)picolinonitrile NC1=C(C=CC=C1C(C)C)C1=CC(=NC=C1)C#N